3-(6-(4-amino-4-methylpiperidin-1-yl)-5-(hydroxymethyl)imidazo[2,1-b][1,3,4]thiadiazol-2-yl)-N-methylbenzamide NC1(CCN(CC1)C=1N=C2SC(=NN2C1CO)C=1C=C(C(=O)NC)C=CC1)C